CC1CCC(C(C1)OCC(CO)O)C(C)C 3-(5-methyl-2-propan-2-ylcyclohexyl)oxypropan-1,2-diol